N[C@@H]([C@@H](C(=O)N1[C@@H](CCC1)C(=O)N[C@H](C(=O)N(C)C)CC(C)C)O)CC(C)C (S)-1-((2S,3R)-3-amino-2-hydroxy-5-methylhexanoyl)-N-((S)-1-(dimethylamino)-4-methyl-1-oxopentan-2-yl)pyrrolidine-2-carboxamide